FC(C)(F)C1=NC(=NC=C1)N1C=C(C=2C=NC(=CC21)CC(=O)N)N2CC(CC2)N(C)C (1-(4-(1,1-difluoroethyl)pyrimidin-2-yl)-3-(3-(dimethylamino)pyrrolidin-1-yl)-1H-pyrrolo[3,2-c]pyridin-6-yl)acetamide